2-(2-(3-(2,6-di-chlorophenyl)-1-methyl-allylideneaminooxymethyl)-phenyl)-2-methoxyimino-N-methyl-acetamide ClC1=C(C(=CC=C1)Cl)C=CC(C)=NOCC1=C(C=CC=C1)C(C(=O)NC)=NOC